COC=1C=C2C(=C(C=NC2=CC1)S(=O)(=O)C1=CC=C(C=C1)OC)N1CCC2(OCCO2)CC1 8-(6-methoxy-3-((4-methoxyphenyl)sulfonyl)quinolin-4-yl)-1,4-dioxa-8-azaspiro[4.5]decane